chloro-N-(p-tolyl)pentanamide Ethyl-2,3-epoxypropionate C(C)OC(C1CO1)=O.ClC(C(=O)NC1=CC=C(C=C1)C)CCC